1,2,3,4,5-pentachlorocyclopentadiene ClC1=C(C(=C(C1Cl)Cl)Cl)Cl